dinonyldiethylammonium C(CCCCCCCC)[N+](CC)(CC)CCCCCCCCC